2-(2,6-dichloropyrimidin-4-yl)-1-(hydroxymethyl)-2-azabicyclo[2.1.1]Hexane-4-carboxylic acid methyl ester COC(=O)C12CN(C(C1)(C2)CO)C2=NC(=NC(=C2)Cl)Cl